(S)-1-(8-(((5,6-Dichloro-1H-Benzo[d]imidazol-2-yl)methyl)amino)-3-(trifluoromethyl)imidazo[1,2-b]Pyridazin-6-yl)Pyrrolidin-3-ol ClC1=CC2=C(NC(=N2)CNC=2C=3N(N=C(C2)N2C[C@H](CC2)O)C(=CN3)C(F)(F)F)C=C1Cl